C(#N)N=C1C=2C=CC=CC2C(C2=CC=CC=C12)=NC#N dicyanoanthraquinone diimine